O1C(OCC1)C=1C(=NC(=NC1OCC)C)CC(=O)NC1(CC1)C1COCC1 2-(5-(1,3-dioxolan-2-yl)-6-ethoxy-2-methylpyrimidin-4-yl)-N-(1-(tetrahydrofuran-3-yl)cyclopropyl)acetamide